CC#CC(=O)NC1=CC2=C(C=C1)N=CN=C2NC3=CC(=CC=C3)Br The molecule is a member of the class of quinazolines that is 4,6-diaminoquinazoine in which the one of the hydrogens attached to the amino group at position 4 has been replaced by a m-bromophenyl group while one of the hydrogens attached to the amino group at position 6 has been replaced by a but-2-ynoyl group. It has a role as an epidermal growth factor receptor antagonist, an antineoplastic agent and an EC 2.7.10.1 (receptor protein-tyrosine kinase) inhibitor. It is a member of quinazolines, a ynamide, a member of bromobenzenes and a secondary carboxamide.